ClC1=CC=C(CN2N=C3C4=C(CCC3=C2)OC(=C4C)C(=O)NCC4=CC=C(C=C4)OC)C=C1 2-(4-chlorobenzyl)-N-(4-methoxybenzyl)-8-methyl-4,5-dihydro-2H-furo[2,3-g]indazole-7-carboxamide